2-(2-fluorophenyl)pyrazolo[1,5-a]Pyrimidine-5-ol FC1=C(C=CC=C1)C1=NN2C(N=C(C=C2)O)=C1